O(C1=CC=CC=C1)CC1=CC=C(C=C1)S(=O)(=O)Cl 4-(phenoxymethyl)benzenesulfonyl chloride